FC1=C2C=C(C(NC2=CC=C1F)=O)C=1N=NN(C1)C1=CC=C(C=C1)C(=O)N1CCNCC1 5,6-difluoro-3-{1-[4-(piperazine-1-carbonyl)-phenyl]-1H-[1,2,3]triazol-4-yl}-1H-quinolin-2-one